C(C)(C)(C)OC(=O)N1[C@@H](CCC1)C(=O)O (T-butoxycarbonyl)-L-proline